butane-1,4-diyl-1,1,2,2,3,3,4,4-d8-bis(4-methylbenzenesulphonate) C(C(C(C([2H])([2H])C1=C(C=CC(=C1)C)S(=O)(=O)[O-])([2H])[2H])([2H])[2H])([2H])([2H])C1=C(C=CC(=C1)C)S(=O)(=O)[O-]